n-octyldiethyl-ethoxysilane C(CCCCCCC)[Si](OCC)(CC)CC